(5-(((trans)-2-(3-(5-chloropyrimidin-2-yl)azetidin-1-yl)cyclohexyl)oxy)-1-oxoisoindolin-2-yl)-3-azabicyclo[3.1.1]heptane-2,4-dione ClC=1C=NC(=NC1)C1CN(C1)[C@H]1[C@@H](CCCC1)OC=1C=C2CN(C(C2=CC1)=O)C12C(NC(C(C1)C2)=O)=O